4-[3-(benzyloxy)cyclobutyl]-2,6-dichloropyridine C(C1=CC=CC=C1)OC1CC(C1)C1=CC(=NC(=C1)Cl)Cl